((2-(((2S)-1-((2S)-2-(2-(2,4-difluorophenyl)morpholine-4-carbonyl)pyrrolidin-1-yl)-3,3-dimethyl-1-oxobutan-2-yl)carbamoyl)benzo[b]thiophen-5-yl)difluoromethyl)phosphonic acid FC1=C(C=CC(=C1)F)C1CN(CCO1)C(=O)[C@H]1N(CCC1)C([C@H](C(C)(C)C)NC(=O)C1=CC2=C(S1)C=CC(=C2)C(F)(F)P(O)(O)=O)=O